4-(4-((4-(3-((2-((1S)-1-((tetrahydro-2H-pyran-2-yl)oxy)ethyl)-1H-imidazol-1-yl)methyl)isoxazol-5-yl)phenyl)ethynyl)benzyl)Morpholine-2-carboxylic acid methyl ester COC(=O)C1CN(CCO1)CC1=CC=C(C=C1)C#CC1=CC=C(C=C1)C1=CC(=NO1)CN1C(=NC=C1)[C@H](C)OC1OCCCC1